(S)-N-((4-benzyl-4,5-dihydrooxazol-2-yl)methyl)acetamide C(C1=CC=CC=C1)[C@@H]1N=C(OC1)CNC(C)=O